(S)-5-chloro-4-(1-(5-chloro-2-fluorophenyl)ethoxy)-2-fluoro-N-(thiazol-4-yl)benzenesulfonamide ClC=1C(=CC(=C(C1)S(=O)(=O)NC=1N=CSC1)F)O[C@@H](C)C1=C(C=CC(=C1)Cl)F